(tetradec-13-yn-1-yl)acetamide C(CCCCCCCCCCCC#C)CC(=O)N